BrC1=C(C(=C(C#N)C(=C1)F)O)CCCO 4-bromo-6-fluoro-2-hydroxy-3-(3-hydroxypropyl)benzonitrile